N,N-dimethyl-2-((4-methylpyrimidin-2-yl)oxy)-5-(4,4,5,5-tetramethyl-1,3,2-dioxaborolan-2-yl)aniline CN(C1=C(C=CC(=C1)B1OC(C(O1)(C)C)(C)C)OC1=NC=CC(=N1)C)C